Ethyl (S)-3-(5-bromo-2-chlorophenyl)-3-(((R)-tert-butylsulfinyl)amino)propanoate BrC=1C=CC(=C(C1)[C@H](CC(=O)OCC)N[S@](=O)C(C)(C)C)Cl